FC1=CC=C(OC2=NC=CC=C2B2OC(C(O2)(C)C)(C)C)C=C1 2-(4-fluorophenoxy)-3-(4,4,5,5-tetramethyl-1,3,2-dioxaborolan-2-yl)pyridine